1-((3-chloro-2-fluorophenyl)difluoromethyl)-4-((3-fluoro-6-((5-methyl-1H-pyrazol-3-yl)amino)-pyridin-2-yl)methyl)piperidine ClC=1C(=C(C=CC1)C(N1CCC(CC1)CC1=NC(=CC=C1F)NC1=NNC(=C1)C)(F)F)F